tert-butyl N-[(2R,3S)-1-{7-bromo-2-ethynyl-4-[(thiophen-2-ylmethyl)amino]furo[3,2-d]pyrimidin-6-yl}-3-fluorobutan-2-yl]carbamate BrC1=C(OC2=C1N=C(N=C2NCC=2SC=CC2)C#C)C[C@H]([C@H](C)F)NC(OC(C)(C)C)=O